Cl.Cl.N=1C=CN2N=C(C=CC21)C=2C=CC(=C(C2)O)C2=CN=C(N=N2)N2C[C@@H](NCC2)C(C)C 5-(imidazo[1,2-b]pyridazin-6-yl)-2-{3-[(3S)-3-(propan-2-yl)piperazin-1-yl]-1,2,4-triazin-6-yl}phenol dihydrochloride